N-[2-(dimethylamino)ethyl]pyridine CN(CCN1CC=CC=C1)C